4-(2,6-difluorophenyl)cyclohexanol FC1=C(C(=CC=C1)F)C1CCC(CC1)O